C1=CC=CC=2C3=CC=CC=C3N(C12)CCC(C=CC=C)=C 1-(N-carbazolyl)-3-methylenehepta-4,6-diene